C(C)(C)(C)OC(=O)N1C[C@H]2C([C@H]2C1)C(NC(C)(C)C1=NC=C2N1C=CC=C2SCC(C)C)=O (1R,5S,6r)-6-((2-(8-(isobutylthio)imidazo[1,5-a]pyridin-3-yl)propan-2-yl)carbamoyl)-3-azabicyclo[3.1.0]hexane-3-carboxylic acid tert-butyl ester